(S)-2-(3-aminoprop-1-yn-1-yl)-5-(2-(4-(4-chlorophenyl)-2,3,9-trimethyl-6H-thieno[3,2-f][1,2,4]triazolo[4,3-a][1,4]diazepin-6-yl)acetamido)benzyl dimethyl phosphate P(=O)(OCC1=C(C=CC(=C1)NC(C[C@H]1C=2N(C3=C(C(=N1)C1=CC=C(C=C1)Cl)C(=C(S3)C)C)C(=NN2)C)=O)C#CCN)(OC)OC